3-bromo-5-(((tert-butyldiphenylsilyl)oxy)methyl)pyridine BrC=1C=NC=C(C1)CO[Si](C1=CC=CC=C1)(C1=CC=CC=C1)C(C)(C)C